(1S,2S)-2-methoxy-2,3-dihydro-1H-inden-1-amine CO[C@@H]1[C@H](C2=CC=CC=C2C1)N